(2-amino-5-(1-methyl-1H-pyrazol-4-yl)phenyl)dimethylphosphine oxide NC1=C(C=C(C=C1)C=1C=NN(C1)C)P(C)(C)=O